(2-((2-fluoro-5-((3,4,5-trifluorophenyl)carbamoyl)phenyl)sulphonamido)phenyl)boronic acid FC1=C(C=C(C=C1)C(NC1=CC(=C(C(=C1)F)F)F)=O)S(=O)(=O)NC1=C(C=CC=C1)B(O)O